7-{[3-(2,3-dichloro-6-fluorophenyl)-1-(prop-2-enoyl)pyrrolidin-3-yl]amino}-5-fluoro-2-methyl-3,4-dihydroisoquinolin-1-one ClC1=C(C(=CC=C1Cl)F)C1(CN(CC1)C(C=C)=O)NC1=CC(=C2CCN(C(C2=C1)=O)C)F